O1C=2C(OCC1COCCC(S(=O)(=O)[O-])CC(C)C)=CSC2.[Na+] sodium 3-[(2,3-dihydrothieno[3,4-b]-[1,4]dioxin-2-yl)methoxy]-1-isobutyl-1-propanesulfonate